3-Amino-1-(cyclohexylamino)propan NCCCNC1CCCCC1